CN1C(=NC(=C1)C(F)(F)F)C12C3C4C5C3C1C5C24 (1-methyl-4-(trifluoromethyl)-1H-imidazol-2-yl)cuban